5-(benzyloxy)-2-(4-fluorophenyl)-3-methyl-1-{[4-(triphenylmethoxy)phenyl]methyl}-1H-indole C(C1=CC=CC=C1)OC=1C=C2C(=C(N(C2=CC1)CC1=CC=C(C=C1)OC(C1=CC=CC=C1)(C1=CC=CC=C1)C1=CC=CC=C1)C1=CC=C(C=C1)F)C